2-[[1-(morpholinomethyl)cyclopropyl]methoxy]-6-(2'-oxospiro[azetidine-3,1'-tetralin]-1-yl)pyrimidine-5-carbonitrile O1CCN(CC1)CC1(CC1)COC1=NC(=C(C=N1)C#N)N1CC2(C(CCC3=CC=CC=C23)=O)C1